BrC1=CC=CC(=N1)NC(=O)[C@H]1NCC(C1)=O (S)-N-(6-bromopyridin-2-yl)-4-oxopyrrolidine-2-carboxamide